S(N)(=O)(=O)C1=NC=CC(=C1)NC(=O)C=1C(=NC=C(C1)C(F)(F)F)N1CC(C(C1)(F)F)(F)F N-(2-sulfamoyl-4-pyridyl)-2-(3,3,4,4-tetrafluoropyrrolidin-1-yl)-5-(trifluoro-methyl)pyridine-3-carboxamide